NC1=C2C(=C3C(=N1)C=C(N3)C(=O)N(CC)[C@H](C)C3=C(C=C(C=C3)C3CC3)F)CO[C@@H]2C (R)-5-amino-N-((R)-1-(4-cyclopropyl-2-fluorophenyl)ethyl)-N-ethyl-6-methyl-6,8-dihydro-1H-furo[3,4-d]pyrrolo[3,2-b]pyridine-2-carboxamide